CC1=NC=C(C#N)C(=C1)C(F)(F)F 6-methyl-4-(trifluoromethyl)nicotinonitrile